5-(cyclopenten-1-yl)-N-[3-fluoro-4-[[7-(2-methoxyethoxy)-1,5-naphthyridin-4-yl]oxy]phenyl]-1,2,6-trimethyl-4-oxopyridine-3-carboxamide C1(=CCCC1)C=1C(C(=C(N(C1C)C)C)C(=O)NC1=CC(=C(C=C1)OC1=CC=NC2=CC(=CN=C12)OCCOC)F)=O